ClC1=CC=C2C=C(C(=NC2=C1)N1CCC(CCC1)(F)F)C(=O)O 7-chloro-2-(4,4-difluoroazepan-1-yl)quinoline-3-carboxylic acid